5-chloro-2-(difluoromethoxy)-3-(4-methyl-5-(2-(methylsulfonyl)phenyl)-4H-1,2,4-triazol-3-yl)pyridine ClC=1C=C(C(=NC1)OC(F)F)C1=NN=C(N1C)C1=C(C=CC=C1)S(=O)(=O)C